16-hydroxy-4,6,8,10,12,14-hexamethylheptadecyl octyloxymethyl ether C(CCCCCCC)OCOCCCC(CC(CC(CC(CC(CC(CC(C)O)C)C)C)C)C)C